FC1=C(C=CC=C1)C(CCC[C@@H](C)[C@H]1CC[C@H]2[C@@H]3C(C[C@H]4[C@H]([C@H](CC[C@]4(C)[C@H]3CC[C@]12C)O)O)=O)O 24-[(2-fluorophenyl)(hydroxy)methyl]-4β-hydroxy-3β-hydroxy-5α-cholan-7-one